2-[[5-(2,3-Dichlorophenyl)-2-furanyl]methylene]benzo[b]thiophen-3(2H)-one ClC1=C(C=CC=C1Cl)C1=CC=C(O1)C=C1C(C2=C(S1)C=CC=C2)=O